ClCCN1CCC(CC1)C1=NOC2=C1C=C(C(=C2)F)C 3-[1-(2-Chloroethyl)piperidin-4-yl]-6-fluoro-5-methyl-1,2-benzoisoxazole